(Z)-7-octadecenyl acetate C(C)(=O)OCCCCCC\C=C/CCCCCCCCCC